C(C)(C)(C)C1=C(C=C(C=N1)C=1N=C2SC[C@@H](CN2C(C1C#N)=O)CNC(C)=O)F N-{[(3R)-8-(6-tert-butyl-5-fluoropyridin-3-yl)-7-cyano-6-oxo-2H,3H,4H,6H-pyrimido[2,1-b][1,3]thiazin-3-yl]methyl}acetamide